N-(4-((4-ethylpiperazin-1-yl)methyl)-3-(trifluoromethyl)phenyl)-3-((6-(isoxazol-4-ylamino)pyrimidin-4-yl)oxy)-4-methylbenzamide C(C)N1CCN(CC1)CC1=C(C=C(C=C1)NC(C1=CC(=C(C=C1)C)OC1=NC=NC(=C1)NC=1C=NOC1)=O)C(F)(F)F